Cl.Cl.Cl.Cl.NCCC1=CC(O)=C(O)C=C1 dopamine hydrochloride Tris-HCl